NC1=C(OCC#N)C=C(C=C1)B1OC(C(O1)(C)C)(C)C 2-[2-amino-5-(4,4,5,5-tetramethyl-1,3,2-dioxaborolan-2-yl)phenoxy]acetonitrile